Cl.C12CNCC(CC1)C2C(=O)N2N=CCC2C2=CC(=CC(=C2)F)F (3-azabicyclo[3.2.1]oct-8-yl)(5-(3,5-difluorophenyl)-4,5-dihydro-1H-pyrazol-1-yl)methanone hydrochloride